C[C@@H]1[C@@H](N(C2CC1C2)C(=O)C2=NC(=CC=C2N2N=CC=N2)C)CNC=2SC1=NC=CC=C1N2 N-({(3R,4S)-4-Methyl-2-[6-methyl-3-(2H-1,2,3-triazol-2-yl)pyridin-2-carbonyl]-2-azabicyclo[3.1.1]heptan-3-yl}methyl)-[1,3]thiazolo[5,4-b]pyridin-2-amin